4-(3-chloropropoxy)-3-methoxybenzaldehyde ClCCCOC1=C(C=C(C=O)C=C1)OC